CC1=C(C=CC=C1)C(CCC1=C(C=CC=C1)C)(O)O 1,3-bis(2-methylphenyl)propanediol